2-amino-6-methoxy-9-(4-methoxybenzyl)-7-propyl-7,9-dihydro-8H-purin-8-one NC1=NC(=C2N(C(N(C2=N1)CC1=CC=C(C=C1)OC)=O)CCC)OC